trans-1,2-dichloro-hexafluorocyclobutane Cl[C@]1([C@@](C(C1(F)F)(F)F)(Cl)F)F